C1SCC12CC(C2)NC(OC(C)(C)C)=O tert-butyl 2-thiaspiro-[3.3]heptan-6-ylcarbamate